C(C)[Si](C=C)(C=C)C ethyl-methyl-divinyl-silane